FC(C1=NOC(=N1)CC(C(=O)O)=C)(C1=CC=C(C=C1)S(F)(F)(F)(F)F)F 2-((3-(difluoro(4-(pentafluoro-λ6-sulfaneyl)phenyl)methyl)-1,2,4-oxadiazol-5-yl)methyl)acrylic acid